tert-butyl N-(6-{[(2S)-1-[(2S,4R)-4-hydroxy-2-{[(1S)-1-[4-(4-methyl-1,3-thiazol-5-yl)phenyl]ethyl]carbamoyl}pyrrolidin-1-yl]-3,3-dimethyl-1-oxobutan-2-yl]carbamoyl}hexyl)carbamate O[C@@H]1C[C@H](N(C1)C([C@H](C(C)(C)C)NC(=O)CCCCCCNC(OC(C)(C)C)=O)=O)C(N[C@@H](C)C1=CC=C(C=C1)C1=C(N=CS1)C)=O